5-((3,4,6-O-triacetyl-2-acetylamino-2-deoxy-β-D-galactopyranosyl)oxy)-3-oxapentanamine C(C)(=O)[C@]1([C@H]([C@@H](O[C@@H]([C@@]1(O)C(C)=O)COC(C)=O)OCCOCCN)NC(C)=O)O